O[C@@H](C(=O)O)[C@](CC)(C)O (2R,3R)-2,3-dihydroxy-3-methylpentanoic acid